dihydrobenzo-pyrazole N1NCC2=C1C=CC=C2